1-(oxirane-2-yl)ethane-1-ol O1C(C1)C(C)O